C(#C)C1C(COC1)NC(OC(C)(C)C)=O tert-butyl (4-ethynyltetrahydrofuran-3-yl)carbamate